Benzyl (5-((2S,4S)-1-((R)-2-(2-naphthamido)-3-cyclohexylpropanoyl)-4-(5-(2-hydroxypropan-2-yl)-1H-1,2,3-triazol-1-yl)pyrrolidin-2-carboxamido)-7-amino-6,7-dioxoheptyl)carbamat C1=C(C=CC2=CC=CC=C12)C(=O)N[C@@H](C(=O)N1[C@@H](C[C@@H](C1)N1N=NC=C1C(C)(C)O)C(=O)NC(CCCCNC(OCC1=CC=CC=C1)=O)C(C(=O)N)=O)CC1CCCCC1